N-(2-((2S,3R)-1,2-Dimethylazepan-3-yl)thieno[2,3-b]pyridin-4-yl)benzo[d]thiazol-5-amine CN1[C@H]([C@@H](CCCC1)C1=CC=2C(=NC=CC2NC=2C=CC3=C(N=CS3)C2)S1)C